CC1(N(C(=C(N1)C(C)(C)O)C(=O)OCC)CC1=CC(=C(C=C1)C1=C(C=CC=C1)S(N(COC)C1=NOC(=C1C)C)(=O)=O)COCC)CCC ethyl methyl-1-((2'-(N-(4,5-dimethylisoxazol-3-yl)-N-(methoxymethyl)sulfamoyl)-2-(ethoxymethyl)-[1,1'-biphenyl]-4-yl)methyl)-4-(2-hydroxyprop-2-yl)-2-propyl-1H-imidazole-5-carboxylate